N12C3=CC(=NN=C3NC[C@H]2CNCC1)C1=C(C=CC=C1)O 2-[(10R)-1,5,6,8,12-pentazatricyclo[8.4.0.02,7]tetradeca-2,4,6-trien-4-yl]phenol